1,5,7-triazabicyclo[4.4.0]dec-5-en N12CCCN=C2NCCC1